C(C1=CC=CC=C1)OC(=O)N1C(C2(C1)CC=CC2)=O oxo-2-azaspiro[3.4]oct-6-ene-2-carboxylic acid benzyl ester